(Z)-2-chloro-N-hydroxy-6-methylbenzene-1-carboimidoyl chloride ClC1=C(C(=CC=C1)C)/C(=N/O)/Cl